C(C1=CC=CC=C1)(=O)C1=CC=C(C=C1)COCC (4-benzoylphenylmethoxymethyl)methane